2-(8-(2-chloro-3'-(7-cyano-5-(hydroxymethyl)benzo[d]oxazol-2-yl)-2'-methylbiphenyl-3-ylamino)-1,7-naphthyridin-3-yl)pyrrolidine-1-carboxylic acid tert-butyl ester C(C)(C)(C)OC(=O)N1C(CCC1)C=1C=NC2=C(N=CC=C2C1)NC=1C(=C(C=CC1)C1=C(C(=CC=C1)C=1OC2=C(N1)C=C(C=C2C#N)CO)C)Cl